C1(CC1)C1=NC=NC(=C1C1=NN2C(N(CC(C2)C)CC2=CC(=C(C=C2)C=2N(C=C(N2)C(F)(F)F)CC)F)=N1)OC(F)F 2-(4-cyclopropyl-6-(difluoromethoxy)pyrimidin-5-yl)-4-(4-(1-ethyl-4-(trifluoromethyl)-1H-imidazol-2-yl)-3-fluorobenzyl)-6-methyl-6,7-dihydro-[1,2,4]triazolo[1,5-a]pyrimidin